tert-butyl (3-cyanopropyl)(6-(5-(hydroxymethyl)-7-(trifluoromethyl)benzo[d]oxazol-2-yl)-4-(2-(4-methyl-4H-1,2,4-triazol-3-yl)phenyl)pyridin-2-yl)carbamate C(#N)CCCN(C(OC(C)(C)C)=O)C1=NC(=CC(=C1)C1=C(C=CC=C1)C1=NN=CN1C)C=1OC2=C(N1)C=C(C=C2C(F)(F)F)CO